6-chloro-4-[(2-hydroxy-1-phenylethyl)amino]pyridine-3-carbohydrazide ClC1=CC(=C(C=N1)C(=O)NN)NC(CO)C1=CC=CC=C1